20-oxo-eicosanoic acid O=CCCCCCCCCCCCCCCCCCCC(=O)O